O[C@@H](CNC([O-])=O)[C@@H]([C@H]([C@H](C)O)O)O ((2S,3S,4S,5S)-2,3,4,5-tetrahydroxyhexyl)carbamate